tert-butyl 2-(1-((methylsulfonyl)oxy)ethyl)-7-azaspiro[3.5]-nonane-7-carboxylate CS(=O)(=O)OC(C)C1CC2(C1)CCN(CC2)C(=O)OC(C)(C)C